CC1(C(C=CC(=C1)C)C(C)C)CCC(=O)O 2-methyl-cymene-2-propanoic acid